NC1=NC(N(C=C1)[C@H]1C=C[C@](C1)(O)CC)=O 4-amino-1-((1R,4S)-4-ethyl-4-hydroxycyclopent-2-en-1-yl)pyrimidin-2(1H)-one